CN(C=1C=C(C=CC1)C(C(=O)O)(F)F)C 2-(3-(dimethylamino)phenyl)-2,2-difluoroacetic acid